3b,17a,21-trihydroxypregn-5-en-20-one C[C@]12CC[C@@H](CC1=CC[C@@H]3[C@@H]2CC[C@]4([C@H]3CC[C@@]4(C(=O)CO)O)C)O